C(C1=CC=CC=C1)N[C@@H](CO)C(F)F (S)-2-(benzylamino)-3,3-difluoropropan-1-ol